C=C1C=CC=2C(=CC=CC12)O methylene-1H-inden-4-ol